1-[4-(3-chloro-2-fluorophenyl)piperazin-1-yl]-2-{3-[(2R,6S)-2,6-dimethylmorpholine-4-carbonyl]-5,6-dihydrocyclopenta[c]pyrazol-1(4H)-yl}ethan-1-one ClC=1C(=C(C=CC1)N1CCN(CC1)C(CN1N=C(C2=C1CCC2)C(=O)N2C[C@H](O[C@H](C2)C)C)=O)F